3,4,5,6-octanetetraol CCC(C(C(C(CC)O)O)O)O